1-[4-chloro-2-(4-chlorophenoxy)phenyl]-3-[(1S)-1-(2-pyrimidin-2-yl-1,2,4-triazol-3-yl)ethyl]urea ClC1=CC(=C(C=C1)NC(=O)N[C@@H](C)C=1N(N=CN1)C1=NC=CC=N1)OC1=CC=C(C=C1)Cl